(1-Cyclobutylpiperidin-3-yl)(2-(methylsulfonyl)-1,2,3,4-tetrahydroisoquinolin-6-yl)methanone C1(CCC1)N1CC(CCC1)C(=O)C=1C=C2CCN(CC2=CC1)S(=O)(=O)C